C12(CC3CC(CC(C1)C3)C2)NC(=O)C2=C(C=3C(N(C2=O)C(C)C)=CN(N3)C)O N-(adamantan-1-yl)-4,5-dihydro-7-hydroxy-2-methyl-5-oxo-4-(2-propyl)-2H-pyrazolo[4,3-b]pyridin-6-carboxamide